N-[(1S)-1-cyclohexyl-2-[4-(3,5-dimethyl-1H-pyrazol-4-yl)anilino]-2-oxo-ethyl]-2,2-difluoro-2-phenyl-acetamide C1(CCCCC1)[C@@H](C(=O)NC1=CC=C(C=C1)C=1C(=NNC1C)C)NC(C(C1=CC=CC=C1)(F)F)=O